C(C)(C)(C)OC(=O)C(C)CCCCCC(CC)C(=O)OCC1=CC=CC=C1 decane-2,8-dicarboxylic acid 8-benzyl 2-tert-butyl ester